S1C2=C(C(=C1)C1C(=C(NC(=C1C(=O)C1CC1)C1CC1)C)C(C)=O)C=CC=C2 1-(4-(benzo[b]thiophen-3-yl)-5-(cyclopropanecarbonyl)-6-cyclopropyl-2-methyl-1,4-dihydropyridin-3-yl)ethan-1-one